5-(2-iodoethyl)benzene-1,3-diol ICCC=1C=C(C=C(C1)O)O